Sodium (2S)-2-((S)-2-((((4,4-difluorocyclohexyl)methoxy)carbonyl)amino)-4-methyl pentanamido)-1-hydroxy-3-((S)-2-oxopyrrolidin-3-yl)propane-1-sulfonate FC1(CCC(CC1)COC(=O)N[C@H](C(=O)N[C@H](C(S(=O)(=O)[O-])O)C[C@H]1C(NCC1)=O)CC(C)C)F.[Na+]